NC=1C=2N(C=CN1)C=CN2 8-Aminoimidazo[1,2-a]pyrazin